4-Phenyl-5-((2-((pyridin-4-ylmethyl)amino)pyridin-4-yl)oxy)thiazol-2-amine C1(=CC=CC=C1)C=1N=C(SC1OC1=CC(=NC=C1)NCC1=CC=NC=C1)N